Cl.CN(C)CCCCCCCCCCCCCCCCCCCCCC N,N-dimethylbehenylamine hydrochloride